COCCN1[C@H]([C@@H](CCC1)C1=CC=2C(=NC=CC2NC=2C=CC3=C(N=CS3)C2)S1)C N-(2-((2S,3R)-1-(2-methoxyethyl)-2-methylpiperidin-3-yl)thieno[2,3-b]pyridin-4-yl)benzo[d]thiazol-5-amine